BrC1=C(C=C(C(=O)OCCC)C#N)C=CC=C1 n-propyl 2-bromo-α-cyanocinnamate